7-Chloro-8-fluoro-2-((tetrahydro-1H-pyrrolizin-7a(5H)-yl)methoxy)-4-(2-(trimethylsilyl)ethoxy)pyrido[4,3-d]pyrimidine ClC1=C(C=2N=C(N=C(C2C=N1)OCC[Si](C)(C)C)OCC12CCCN2CCC1)F